2-(2-ethyl-1H-benzimidazol-1-yl)-4-morpholinothiophen C(C)C1=NC2=C(N1C=1SC=C(C1)N1CCOCC1)C=CC=C2